tert-butyl (3-(4-((6-((((3-(6-hydroxy-3-oxoisoindolin-1-yl)-1H-indol-2-yl)methyl)amino)methyl)-1H-indol-1-yl)methyl)-1H-1,2,3-triazol-1-yl)propyl)carbamate OC1=CC=C2C(NC(C2=C1)C1=C(NC2=CC=CC=C12)CNCC1=CC=C2C=CN(C2=C1)CC=1N=NN(C1)CCCNC(OC(C)(C)C)=O)=O